(2'-(4,4-difluorocyclohexyl)-2,5-difluoro-[3,4'-bipyridin]-3'-yl)carbamic acid tert-butyl ester C(C)(C)(C)OC(NC=1C(=NC=CC1C=1C(=NC=C(C1)F)F)C1CCC(CC1)(F)F)=O